1-[(4-vinylphenyl)methyl]-3-ethyl-1H-imidazolium C(=C)C1=CC=C(C=C1)CN1C=[N+](C=C1)CC